ClC1=C(OCC=2C=C(OC3CN(C3)CC3=NC4=C(N3CC3=CC=NO3)C=C(C=C4)C(=O)O)C=CC2)C=CC(=C1)Cl 2-[(3-{3-[(2,4-dichlorophenoxy)methyl]phenoxy}azetidin-1-yl)methyl]-1-[(1,2-oxazol-5-yl)methyl]-1H-1,3-benzodiazole-6-carboxylic acid